C(CP(O)(O)=O)P(O)(O)=O ethylene-bis-phosphonic acid